N-(3-(1H-pyrrol-1-yl)propyl)-5-(furan-2-yl)isoxazole-3-carboxamide N1(C=CC=C1)CCCNC(=O)C1=NOC(=C1)C=1OC=CC1